FC=CC(C(F)(F)F)(C(F)(F)F)F 1,3,4,4,4-pentafluoro-3-trifluoromethyl-1-butene